1-(3-methoxyphenyl)-6-((6-methylpyrimidin-4-yl)amino)-1,2-dihydro-3H-pyrazolo[4,3-c]pyridin-3-one COC=1C=C(C=CC1)N1NC(C=2C=NC(=CC21)NC2=NC=NC(=C2)C)=O